FC1=C(C(=CC=C1)C)N1CCC(CC1)N1C(N(C=2C(C1)=CN(N2)CC(=O)N(C)C)CC2=C(C=CC=C2)C(F)(F)F)=O 2-[5-[1-(2-fluoro-6-methyl-phenyl)-piperidin-4-yl]-6-oxo-7-(2-trifluoromethyl-benzyl)-4,5,6,7-tetrahydro-pyrazolo[3,4-d]pyrimidin-2-yl]-N,N-dimethyl-acetamide